6-(aminomethyl)-3-({3-[(2S)-2-(4-chlorophenyl)-2-hydroxyethyl]-1,2,4-oxadiazol-5-yl}methyl)-1-methyl-1,2,3,4-tetrahydropyrimidine-2,4-dione NCC1=CC(N(C(N1C)=O)CC1=NC(=NO1)C[C@H](O)C1=CC=C(C=C1)Cl)=O